NC1=C(C=CC(=C1)NCC1=CC=C(C=C1)C(F)(F)F)NC(C(C(CCCCC)F)F)=O N-(2-Amino-4-((4-(trifluoromethyl)benzyl)amino)phenyl)-2,3-difluorooctanamid